ethyl 6-[[[5-(1-cyanocyclopropyl)-3-ethylsulfonyl-2-pyridyl]amino]methyl]-2,2-difluoro-1,3-benzodioxole-5-carboxylate C(#N)C1(CC1)C=1C=C(C(=NC1)NCC=1C(=CC2=C(OC(O2)(F)F)C1)C(=O)OCC)S(=O)(=O)CC